1-(Aminomethyl)-5-(2-fluoro-2-methylpropyl)-4-oxo-3,4-dihydropyridine NCN1CCC(C(=C1)CC(C)(C)F)=O